ClC1=C(C=CC=C1Cl)C=1C=CC=2C(=NC=C(N2)N2CC(CC2)CN)N1 (1-(6-(2,3-dichlorophenyl)pyrido[2,3-b]pyrazin-2-yl)pyrrolidin-3-yl)methanamine